3-(Azetidin-1-yl)-N-(3-(3-((2,6-dioxopiperidin-3-yl)amino)phenyl)prop-2-yn-1-yl)-5-(8-(7-isopropyl-1,3-dimethyl-2-oxo-2,3-dihydro-1H-benzo[d]imidazol-5-yl)isoquinolin-3-yl)picolinamide N1(CCC1)C=1C(=NC=C(C1)C=1N=CC2=C(C=CC=C2C1)C1=CC2=C(N(C(N2C)=O)C)C(=C1)C(C)C)C(=O)NCC#CC1=CC(=CC=C1)NC1C(NC(CC1)=O)=O